3-isopropyl-1H-pyrazolo[3,4-b]pyridine C(C)(C)C1=NNC2=NC=CC=C21